trans-4-(pyridin-2-yldithio)cyclohexan-1-ol N1=C(C=CC=C1)SS[C@@H]1CC[C@H](CC1)O